C(C)C(CCO)CCC=C(C)CC 3,7-diethyloct-6-enol